2-(6-(6-(difluoromethyl)imidazo[1,2-b]pyridazin-3-yl)pyrimidin-4-yl)-2,6-diazaspiro[3.5]nonane-6-carboxylic acid tert-butyl ester C(C)(C)(C)OC(=O)N1CC2(CN(C2)C2=NC=NC(=C2)C2=CN=C3N2N=C(C=C3)C(F)F)CCC1